2-tert-butyloxycarbonyl-aminoethane C(C)(C)(C)OC(=O)CCN